CC=1C(=CC=C(C2=CC=C(N)C=C2)C1)N 5'-methylbenzidine